CN1C=C(C=C1C(N[C@H](C)C1=CC=CC2=CC=CC=C12)=O)C1=CC=C(C=C1)C1CCN(CC1)C(=O)OCC1=CC=CC=C1 benzyl 4-[4-[1-methyl-5-[[(1R)-1-(1-naphthyl)ethyl]carbamoyl]pyrrol-3-yl]phenyl]piperidine-1-carboxylate